3-(3,5-Di-tert-butylphenyl)-1,5-dimethyl-pyrazol-4-ol C(C)(C)(C)C=1C=C(C=C(C1)C(C)(C)C)C1=NN(C(=C1O)C)C